{2-[2-aminoethoxy]ethoxy}acetic acid NCCOCCOCC(=O)O